N[C@@H]1CC[C@H](CC1)CN(C(OC(C)(C)C)=O)[C@@H]1CC[C@H](CC1)NC(=O)OC(C)(C)C tert-Butyl ((trans-4-aminocyclohexyl)methyl)(trans-4-((tert-butoxycarbonyl)amino)cyclohexyl)carbamate